NC1=C(C=NN1C12CC(C1)C2)C#N 5-amino-1-(bicyclo[1.1.1]pent-1-yl)-1H-pyrazole-4-carbonitrile